C(#N)NC1CC(C1)C(=O)NC1CCC(CC1)C(C)(C)C (1r,3r)-3-(cyanoamino)-N-[(1s,4s)-4-tert-butylcyclohexyl]cyclobutane-1-carboxamide